Cl.NC(C(=O)OC)C(C)O Methyl 2-amino-3-hydroxybutyrate hydrochloride